FC=1C=C2CCC(C2=C(C1C=1C(=C2C(=CN1)NN=C2C=2C=NN(C2)C)F)F)N 5,7-difluoro-6-(4-fluoro-3-(1-methyl-1H-pyrazol-4-yl)-1H-pyrazolo[3,4-c]pyridin-5-yl)-2,3-dihydro-1H-inden-1-amine